S1C=CC=2C1=COCC2 5H-thieno[2,3-c]pyran